2-((1s,2r)-1-(3-cyano-1-methyl-1H-pyrazol-4-yl)-1-(2,5-difluorophenyl)propan-2-yl)-5-hydroxy-N-(isoxazol-4-yl)-1-methyl-6-oxo-1,6-dihydropyrimidine-4-carboxamide C(#N)C1=NN(C=C1[C@H]([C@@H](C)C=1N(C(C(=C(N1)C(=O)NC=1C=NOC1)O)=O)C)C1=C(C=CC(=C1)F)F)C